8-bromo-6-morpholino-1,6-naphthyridine-4,7(1H,6H)-dione BrC=1C(N(C=C2C(C=CNC12)=O)N1CCOCC1)=O